FC(C1=CC=C2C(=CNC2=C1N1N=CC=N1)S(=O)(=O)Cl)F 6-(difluoromethyl)-7-(triazol-2-yl)-1H-indole-3-sulfonyl chloride